ClC1=CC2=C(C=3C([C@H]4CCCN([C@@H]4CC31)CCC)=O)OCO2 Trans-(6aR,10aS)-5-chloro-7-propyl-6a,7,8,9,10,10a-hexahydro-[1,3]dioxolo[4',5':5,6]benzo[1,2-g]quinolin-11(6H)-one